para-xylenol C1(CC=C(C=C1)C)(C)O